(R)-2-(6-(2-(2-fluoro-5-(trifluoromethoxy)benzyl)-2H-tetrazol-5-yl)pyridin-2-yl)-2-hydroxypropane-1-sulfonamide FC1=C(CN2N=C(N=N2)C2=CC=CC(=N2)[C@@](CS(=O)(=O)N)(C)O)C=C(C=C1)OC(F)(F)F